BrC=1C=C2C=C3C=C4C=CC=CC4=CC3=CC2=CC1 8-bromotetracene